2-pyrrolidin-1-ylethanamine N1(CCCC1)CCN